2-[4-[4-amino-6-chloro-3-(1H-pyrazol-4-yl)indol-1-yl]triazol-1-yl]ethanol hydrochloride Cl.NC1=C2C(=CN(C2=CC(=C1)Cl)C=1N=NN(C1)CCO)C=1C=NNC1